rac-methyl (R)-4,4-difluoro-2-(methylamino)pentanoate 2,2,2-trifluoroacetate FC(C(=O)O)(F)F.FC(C[C@H](C(=O)OC)NC)(C)F |r|